tert-butyl (3-(((5-(2-(cyclopropanecarboxamido)pyrazolo[1,5-a]pyridin-5-yl)-1-methyl-1H-pyrazol-4-yl)oxy)methyl)oxetan-3-yl)carbamate C1(CC1)C(=O)NC1=NN2C(C=C(C=C2)C2=C(C=NN2C)OCC2(COC2)NC(OC(C)(C)C)=O)=C1